1-(4-vinylbenzyl)-5-amino-5'-methyl-3,3'-bi-1H-1,2,4-triazole C(=C)C1=CC=C(CN2N=C(N=C2N)C2=NNC(=N2)C)C=C1